BrC=1C(=C(C=CC1)C=1C(=NN(C1C)C)C)Cl 4-(3-bromo-2-chlorophenyl)-1,3,5-trimethyl-1H-pyrazole